FC1=C(C=C(C=C1)C(F)(F)F)I 1-fluoro-2-iodo-4-(trifluoromethyl)benzene